NC1=C(C(=O)NC23CCC(CC2)(CC3)O)C=C(C=N1)C1=CC3=CN(N=C3C=C1)C1CCN(CC1)C(C)C 2-amino-N-(4-hydroxy-bicyclo[2.2.2]oct-1-yl)-5-(2-(1-isopropylpiperidin-4-yl)-2H-indazol-5-yl)nicotinamide